NC(C(=O)O)CN1C(N(C(C=C1)=O)CC1=CC=C(C=C1)C(=O)O)=O α-Amino-3-[(4-carboxyphenyl)methyl]-3,4-dihydro-2,4-dioxo-1(2H)-pyrimidinepropanoic acid